Cl.CC1(CC1)C1=NC(=NO1)C(=O)NCC1C(CNCC1)C 5-(1-methylcyclopropyl)-N-((3-methylpiperidin-4-yl)methyl)-1,2,4-oxadiazole-3-carboxamide hydrochloride